13-bromo-5,20-difluoro-14-hydroxy-19-methoxy-16,16-dioxo-9-oxa-16λ6-thia-4,17-diazatetracyclo[16.3.1.1(11,15).0(2,7)]tricosa-1(21),2,4,6,11(23),12,14,18(22),19-nonaen-10-one BrC1=CC=2C(OCC3=CC(=NC=C3C3=CC(=C(C(NS(C(=C1O)C2)(=O)=O)=C3)OC)F)F)=O